[N]=O The molecule is a nitrogen oxide which is a free radical, each molecule of which consists of one nitrogen and one oxygen atom. It has a role as a neurotransmitter, a signalling molecule, a vasodilator agent, a bronchodilator agent, a radical scavenger, a human metabolite, an Escherichia coli metabolite and a mouse metabolite. It is a nitrogen oxide, an inorganic radical, a member of reactive nitrogen species and a member of reactive oxygen species.